CC1(CC(C1)NC=1N=CC2=C(N1)NC=C2C2=NC=1N(C=C2)N=CC1)N1C(CCC1)=O 1-((1s,3s)-1-methyl-3-((5-(pyrazolo[1,5-a]pyrimidin-5-yl)-7H-pyrrolo[2,3-d]pyrimidin-2-yl)amino)cyclobutyl)pyrrolidin-2-one